C(C)(C)(C)OC(=O)N1CC2=CC=C(C=C2CC1)Br.ClC1=C(C(=O)N(C2COCOC2)C2CC2)C=C(C=N1)C=1C=NN(C1)C1=C(C=C(C=C1Cl)C(C(F)(F)F)(C(F)(F)F)F)Cl 2-chloro-N-cyclopropyl-5-(1-(2,6-dichloro-4-(perfluoropropan-2-yl)phenyl)-1H-pyrazol-4-yl)-N-(1,3-dioxan-5-yl)nicotinamide tert-butyl-6-bromo-3,4-dihydroisoquinoline-2(1H)-carboxylate